bis(2-ethyl-4-cyclopropylinden-1-yl)hafnium C(C)C=1C(C2=CC=CC(=C2C1)C1CC1)[Hf]C1C(=CC2=C(C=CC=C12)C1CC1)CC